C(CC)C=CC(=O)O beta-propylacrylic acid